3,4'-oxydianilin O(C1=CC=C(N)C=C1)C=1C=C(N)C=CC1